(S)-8'-(difluoromethoxy)-8-fluoro-7-methoxy-6'-(trifluoromethyl)-3'h-spiro[chroman-4,2'-imidazo[1,2-a]pyridine] FC(OC=1C=2N(C=C(C1)C(F)(F)F)C[C@]1(N2)CCOC2=C(C(=CC=C21)OC)F)F